ClC1=CC2=C(N=CN(C2=O)CC2(CCN(CC2)C(C2=CC=C(C=C2)F)=O)O)N1C1=CC=C(C=C1)C1NCC(OC1)(C)C 6-Chloro-7-(4-(6,6-dimethylmorpholin-3-yl)phenyl)-3-((1-(4-fluorobenzoyl)-4-hydroxypiperidin-4-yl)methyl)-3,7-dihydro-4H-pyrrolo[2,3-d]pyrimidin-4-one